{4-(naphthalen-2-yl)phenyl}-(1,1':2',1''-terphenyl-5'-yl)amine C1=C(C=CC2=CC=CC=C12)C1=CC=C(C=C1)NC1=CC=C(C(=C1)C1=CC=CC=C1)C1=CC=CC=C1